CN1N=NC(=C1C=1C=C2C(=NC1)C1=C(N2C(C2CCOCC2)C2=CC=CC=C2)C(=NN1C)CS(=O)(=O)N)C (6-(1,4-dimethyl-1H-1,2,3-triazol-5-yl)-1-methyl-4-(phenyl-(tetrahydro-2H-pyran-4-yl)methyl)-1,4-dihydropyrazolo[3',4':4,5]pyrrolo[3,2-b]pyridin-3-yl)methanesulfonamide